C(CCC)N(C1=CC=C2C(=NNC2=C1)NCCN(CC)CC)CCCC N6,N6-dibutyl-N3-(2-(diethylamino)ethyl)-1H-indazole-3,6-diamine